3-(4-(2,4-difluorophenoxy)-3-(6-methyl-7-oxo-6,7-dihydro-1H-pyrrolo[2,3-c]pyridin-4-yl)phenyl)-5,5-dimethylimidazoline-2,4-dione FC1=C(OC2=C(C=C(C=C2)N2C(NC(C2=O)(C)C)=O)C=2C3=C(C(N(C2)C)=O)NC=C3)C=CC(=C1)F